Cl.NC1CCC(CC1)CN1C(\C(\C2=CC=C(C(=C12)F)C(=O)NCC#C)=C/C=1NC(=CC1C)C)=O (Z)-1-(((1r,4r)-4-aminocyclohexyl)methyl)-3-((3,5-dimethyl-1H-pyrrol-2-yl)methylene)-7-fluoro-2-oxo-N-(prop-2-yn-1-yl)indole-6-carboxamide hydrochloride